C(C)(=O)N(C1=C(C=C(C=C1)C1=CC=C(C=N1)C(=O)NCCC=1C=NC=CC1)Cl)CC(F)F 6-[4-[acetyl(2,2-difluoroethyl)amino]-3-chloro-phenyl]-N-[2-(3-pyridyl)ethyl]pyridine-3-carboxamide